FC(C)(F)C1(CCC1)C(=O)N1C[C@H]2OC3=C([C@@H]1C2)C=CC=C3 [1-(1,1-difluoroethyl)cyclobutyl][(2S,5S)-2,3-dihydro-2,5-methano-1,4-benzoxazepin-4(5H)-yl]methanone